N-tert-butyloxycarbonyl-3-(2-methoxy-3-fluorophenyl)piperidin-3-ol C(C)(C)(C)OC(=O)N1CC(CCC1)(O)C1=C(C(=CC=C1)F)OC